N-(5-bromopyrimidin-2-yl)acrylamide titanium [Ti].BrC=1C=NC(=NC1)NC(C=C)=O